C(C)(C)C1=C(NC2=CC=C(C=C12)C1CCN(CC1)CC1=NN(C=C1)C)C=1C=C(C=2N(C1)N=NN2)C 6-(3-isopropyl-5-(1-((1-methyl-1H-pyrazol-3-yl)methyl)piperidin-4-yl)-1H-indol-2-yl)-8-methyltetrazolo[1,5-a]pyridine